ClC=1C(=C2C=NNC2=CC1Cl)C=1C(=NN(C1C)C1CC2(CN(C2)C(C=C)=O)C1)N1C(C(CC1)CN1CCOCC1)(C)C 1-(6-(4-(5,6-dichloro-1H-indazol-4-yl)-3-(2,2-dimethyl-3-(morpholinomethyl)pyrrolidin-1-yl)-5-methyl-1H-pyrazol-1-yl)-2-azaspiro[3.3]heptan-2-yl)prop-2-en-1-one